tert-butyl 4-[(2-amino-5-tetrahydropyran-4-yloxy-3-pyridyl)amino]piperidine-1-carboxylate NC1=NC=C(C=C1NC1CCN(CC1)C(=O)OC(C)(C)C)OC1CCOCC1